tert-butyl (R)-(4-(2-(4-(4-((2,6-dioxopiperidin-3-yl)amino)-2-fluorophenyl)piperazin-1-yl)ethyl)piperidin-1-yl)carbamate O=C1NC(CC[C@H]1NC1=CC(=C(C=C1)N1CCN(CC1)CCC1CCN(CC1)NC(OC(C)(C)C)=O)F)=O